5-Amino-N-(3-chloro-4-fluorophenyl)-3-(5-hydroxy-5-(2-oxoethyl)octahydropentalen-2-yl)-1-methyl-1H-pyrazole-4-carboxamide NC1=C(C(=NN1C)C1CC2CC(CC2C1)(CC=O)O)C(=O)NC1=CC(=C(C=C1)F)Cl